C(CCCCCC(C)C)OC(=O)C1(CCCCC1)C(=O)OCCCCCCC(C)C.C(C1=CC=CC=C1)SC1=C(C(=C(C=C1)C1=C(N=C(S1)C=1OC(=NN1)C(C)(C)O)C(=O)N1CCC(CC1)(F)F)Cl)Cl (5-(4-(benzylsulfanyl)-2,3-dichlorophenyl)-2-(5-(2-hydroxypropan-2-yl)-1,3,4-oxadiazol-2-yl)thiazol-4-yl)(4,4-difluoropiperidin-1-yl)methanone di-isononyl-cyclohexanedicarboxylate